1-(3-acetylphenyl)-3-(3-(2-methoxyethyl)-4-oxo-2-(piperidin-4-yl)-3,4-dihydroquinazolin-6-yl)urea C(C)(=O)C=1C=C(C=CC1)NC(=O)NC=1C=C2C(N(C(=NC2=CC1)C1CCNCC1)CCOC)=O